ClC1=C(CO[C@@H]2CC[C@H](CC2)C(=O)NCC2=C(C(=C(C=C2)C(F)(F)F)C=2NC(C(=C(N2)C)F)=O)F)C=CC=C1 trans-4-[(2-chlorobenzyl)oxy]-N-[2-fluoro-3-(5-fluoro-4-methyl-6-oxo-1,6-dihydropyrimidin-2-yl)-4-(trifluoromethyl)benzyl]cyclohexane-1-carboxamide